ClC=1C=C(C(C(=O)NN)=CC1Cl)C(=O)O 4,5-dichlorophthalic hydrazide